C(C)(C)(C)OC(=O)N1CC=2N([C@@H](C1)C)N=C(C2)C2=C(C1=C(C(=N2)OS(=O)(=O)C(F)(F)F)C=CS1)C1=C(C=C(C=C1)F)OC(C)C (7R)-2-[7-(4-fluoro-2-isopropoxy-phenyl)-4-(trifluoromethylsulfonyloxy)thieno[3,2-c]pyridin-6-yl]-7-methyl-6,7-dihydro-4H-pyrazolo[1,5-a]pyrazine-5-carboxylic acid tert-butyl ester